1-(piperidin-4-yl)-1,3-dihydro-2H-benzo[d]imidazole-2-thione N1CCC(CC1)N1C(NC2=C1C=CC=C2)=S